2-(3-bromo-5-fluoro-2-methylphenyl)-7,7-dimethyl-3,4,7,8-tetrahydro-2H-cyclopenta[4,5]pyrrolo[1,2-a]pyrazin-1(6H)-one BrC=1C(=C(C=C(C1)F)N1C(C=2N(CC1)C1=C(C2)CC(C1)(C)C)=O)C